3-(2-ethoxypyridin-3-yl)-6-[(2R)-2-ethyl-4-[2-(trifluoromethyl)benzoyl]piperazin-1-yl]-2-fluoro-N-[2-(methylamino)ethyl]benzamide 4-allyl-6-bromocatecholdiisobutyrate C(C=C)C1(C(C(=C(O)C(=C1)Br)O)CC(C(=O)O)C)CC(C(=O)O)C.C(C)OC1=NC=CC=C1C=1C(=C(C(=O)NCCNC)C(=CC1)N1[C@@H](CN(CC1)C(C1=C(C=CC=C1)C(F)(F)F)=O)CC)F